C(C)(=O)C1C(C1)C#N 2-acetylcyclopropane-1-carbonitrile